FC1CC(N(C1)C=1C=CC=2N(N1)C(=CN2)C(=O)NC2CN(CC2)CC2=CC(=CC=C2)O)C2=C(C=CC(=C2)F)SC 6-[4-fluoro-2-[5-fluoro-2-(methylsulfanyl)phenyl]pyrrolidin-1-yl]-N-[1-[(3-hydroxyphenyl)methyl]pyrrolidin-3-yl]imidazo[1,2-b]pyridazine-3-carboxamide